4-bromo-2-chloro-benzaldehyde BrC1=CC(=C(C=O)C=C1)Cl